C1N(CC12CNC2)C2CCN(CC2)C2=CC(=C(C=C2C=2C=NN(C2)C)NC2=NC=C(C(=N2)NC=2C(=C1N=CC=NC1=CC2)NS(=O)(=O)C)Br)OC N-(6-((2-((4-(4-(2,6-diazaspiro[3.3]heptan-2-yl)piperidin-1-yl)-2-methoxy-5-(1-methyl-1H-pyrazol-4-yl)phenyl)amino)-5-bromopyrimidin-4-yl)amino)quinoxalin-5-yl)methanesulfonamide